CCC(CCCCC(CCCCCCCCC)O)O heptadecane-3,8-diol